C(CCCCCCCCCCCCCCC(C)C)(=O)O.C(CCCCCCCCCCCCC)(=O)OCC(O)CO glyceryl monomyristate monoisostearate